4,4-dimethyloxazolidine-2-thione CC1(NC(OC1)=S)C